C(C1=CC=CC=C1)(=O)O[C@H]1[C@H](O[C@@H]([C@@H]([C@@H]1OC(C1=CC=CC=C1)=O)OC(C1=CC=CC=C1)=O)CO)SCC(C=C)CO[Si](C)(C)C(C)(C)C (2R,3R,4S,5S,6R)-2-((2-(((tert-butyldimethylsilyl)oxy)methyl)but-3-en-1-yl)thio)-6-(hydroxymethyl)tetrahydro-2H-pyran-3,4,5-triyl tribenzoate